C(CCC)NC=1C=C(C=CC1O)NC(=O)C1=CC=C(C=C1)C1=C(C=C(C=C1)C(F)(F)F)Cl N-(3-butylamino-4-hydroxyphenyl)-2'-chloro-4'-(trifluoromethyl)-[1,1'-biphenyl]-4-carboxamide